BrC=1C=2N(C=C(C1)OCC(C)C)N=CC2C#N 4-bromo-6-isobutoxypyrazolo[1,5-a]pyridine-3-carbonitrile